C(C1=CC=CC=C1)C1(CC(=NO1)[C@H](CC(C)C)NC(=O)C1=NC=CC2=CC=CC=C12)C(=O)OC methyl 5-benzyl-3-((S)-1-(isoquinoline-1-carboxamido)-3-methylbutyl)-4,5-dihydroisoxazole-5-carboxylate